3-hydroxy-8-((4-methylbenzyl)oxy)-6H-benzo[c]chromen-6-one OC1=CC=C2C3=C(C(OC2=C1)=O)C=C(C=C3)OCC3=CC=C(C=C3)C